Cl.N1=CC=CC2=CC=C(C=C12)O quinolin-7-ol HCl